6-chloro-8-(diethylamino)-3-(1-hydroxypropan-2-yl)pyrido[3,4-d]pyrimidin-4(3H)-one ClC1=CC2=C(N=CN(C2=O)C(CO)C)C(=N1)N(CC)CC